(S)-5-(2-Aminopropoxy)-2-methyl-N-(1-(3-(thiophen-2-yl)naphthalen-1-yl)cyclopropyl)benzamide N[C@H](COC=1C=CC(=C(C(=O)NC2(CC2)C2=CC(=CC3=CC=CC=C23)C=2SC=CC2)C1)C)C